BrC1=CC(=C(C=C1)O)C1=NOC(=C1)C1CC1 4-bromo-2-(5-cyclopropylisoxazol-3-yl)phenol